5-chloro-2-(4-methoxy-2-methylpyridin-3-yl)-1-methyl-1H-pyrrolo[2,3-c]pyridine ClC=1C=C2C(=CN1)N(C(=C2)C=2C(=NC=CC2OC)C)C